azepin-3-amine Hydrochloride Cl.N1C=C(C=CC=C1)N